[Si](C)(C)(C(C)(C)C)OC[C@H]1N(CC(CC1)=C)C(=O)OCC1=CC=CC=C1 Benzyl (S)-2-(((tert-butyldimethylsilyl)oxy)methyl)-5-methylenepiperidine-1-carboxylate